N-pentyl-N'-phenylurea C(CCCC)NC(=O)NC1=CC=CC=C1